N-(6-((methylsulfonyl)methyl)-1-oxo-3-(o-tolyl)isoindolin-4-yl)benzo[d]isothiazole-3-carboxamide CS(=O)(=O)CC1=CC(=C2C(NC(C2=C1)=O)C1=C(C=CC=C1)C)NC(=O)C1=NSC2=C1C=CC=C2